1-(allyloxy)-2-methyl-1-oxopropan-2-yl-5-[3-amino-2,6-dioxo-4-(trifluoromethyl)-3,6-dihydropyrimidin-1(2H)-yl]-2-chloro-4-fluorobenzoate C(C=C)OC(C(C)(C)OC(C1=C(C=C(C(=C1)N1C(N(C(=CC1=O)C(F)(F)F)N)=O)F)Cl)=O)=O